C(C=C)N1N=CC(=C1)C1=NC2=C(C(=CC=C2N=C1)OC1=CC2=C(N=C(N2)C)C=C1)Cl (1-allylpyrazol-4-yl)-8-chloro-7-[(2-methyl-3H-benzimidazol-5-yl)oxy]quinoxaline